1-(4-((3-methoxybenzyl)(quinolin-7-ylmethyl)amino)benzyl)piperazin-2-one COC=1C=C(CN(C2=CC=C(CN3C(CNCC3)=O)C=C2)CC2=CC=C3C=CC=NC3=C2)C=CC1